OC1=CC=C2C(=N1)OC1(CN(CC1)C(=O)[O-])C2 6-hydroxy-3H-spiro[furo[2,3-b]pyridine-2,3'-pyrrolidine]-1'-carboxylate